CC=1N(C=CN1)CC1=C(C=CC2=CC=CC=C12)O 1-((2-methyl-1H-imidazole-1-yl)methyl)naphthalene-2-ol